N-(4-(4-(3-oxa-8-azabicyclo[3.2.1]octan-8-yl)-7H-pyrrolo[2,3-d]pyrimidin-6-yl)phenyl)-2-(piperazin-1-yl)pyrimidin-5-amine C12COCC(CC1)N2C=2C1=C(N=CN2)NC(=C1)C1=CC=C(C=C1)NC=1C=NC(=NC1)N1CCNCC1